C(C)N(C1=CC=C(C=C1)NS(=O)=O)CCO.[Na] sodium N-[4-[ethyl-(2-hydroxyethyl)amino]phenyl]sulfonamide